3-(2-((6,6-dimethyl-2,4-dioxo-3-azabicyclo[3.1.0]hexan-3-yl)methyl)thieno[3,2-b]pyridin-7-yl)-5-methylbenzonitrile CC1(C2C(N(C(C12)=O)CC1=CC2=NC=CC(=C2S1)C=1C=C(C#N)C=C(C1)C)=O)C